NC1=CC2=C(N(N=C2C(=C1C(=O)C1=C(C=CC(=C1)F)Cl)Br)C)C=C1CN(C1)C(=O)OC(CC)C methylpropan-2-yl 3-({5-amino-7-bromo-6-[(2-chloro-5-fluorophenyl)carbonyl]-2-methylindazol-3-yl}methylidene)azetidine-1-carboxylate